8-((3-hydroxypropyl)sulfonyl)-1,3,7-trimethyl-3,7-dihydro-1H-purine-2,6-dione OCCCS(=O)(=O)C1=NC=2N(C(N(C(C2N1C)=O)C)=O)C